N1(CCCCC1)CCNC([C@H](N)C)=O N-[2-(piperidin-1-yl)ethyl]-D-alaninamide